3,3',5-Triiodo-E-thyronine sodium salt [Na+].IC=1C=C(C[C@H](N)C(=O)[O-])C=C(C1OC1=CC(=C(C=C1)O)I)I